thieno(2,3-c)pyridine-2-carbonitrile S1C(=CC=2C1=CN=CC2)C#N